3-(((2'-Chloro-4,5,5',6'-tetrahydro-2H-spiro[furan-3,8'-pyrano[3,4-b]pyridin]-4'-yl)oxy)methyl)oxetan-3-methanol ClC1=CC(=C2C(=N1)C1(OCC2)COCC1)OCC1(COC1)CO